C(OCOCC([C@H](C[C@H]1C(NCC1)=O)NC([C@@H](NC(=O)C=1NC2=CC=CC(=C2C1)OC)CC(C)C)=O)=O)(OC)=O ({(3S)-3-({N-[(4-methoxy-1H-indol-2-yl)carbonyl]-L-leucyl}amino)-2-oxo-4-[(3S)-2-oxopyrrolidin-3-yl]butyl}oxy)methyl methyl carbonate